[4-fluoro-3-({[1-isopropyl-5-(3-phenylpropyl)-1H-pyrrole-2-yl]carbonyl}amino)phenyl]acetic acid FC1=C(C=C(C=C1)CC(=O)O)NC(=O)C=1N(C(=CC1)CCCC1=CC=CC=C1)C(C)C